4-((1-(2-(2,6-dioxopiperidin-3-yl)-1,3-dioxoisoindolin-5-yl)piperidin-4-yl)methyl)piperazin O=C1NC(CCC1N1C(C2=CC=C(C=C2C1=O)N1CCC(CC1)CN1CCNCC1)=O)=O